COC(C(C(C)=O)C1=CC(=C(C=C1)O)C)=O 2-(4-hydroxy-3-methylphenyl)-3-oxobutanoic acid methyl ester